C(C1=CC=CC=C1)N1N=NC(=C1)CC1=CC=CC=C1 1-benzyl-4-benzyl-1H-1,2,3-triazole